methyl (Z)-1-(4-amino-2-fluorobut-2-en-1-yl)-2-methyl-4-(3-(methylsulfonyl)phenyl)-1H-benzo[d]imidazol-6-carboxylate NC\C=C(\CN1C(=NC2=C1C=C(C=C2C2=CC(=CC=C2)S(=O)(=O)C)C(=O)OC)C)/F